1,4-dioxo-1,4-dihydronaphthalen-2-yl benzenesulfonate C1(=CC=CC=C1)S(=O)(=O)OC=1C(C2=CC=CC=C2C(C1)=O)=O